CN(CCCCCCC)C N,N-dimethyl-N-heptyl-amine